BrC1=CC=C(C=C1)/C=C/C(=O)N1CCN(CC1)C(=O)OC(C)(C)C tert-butyl (E)-4-(3-(4-bromophenyl)acryloyl)piperazine-1-carboxylate